bis(tri-tert-butylphosphine) platinum(0) [Pt].C(C)(C)(C)P(C(C)(C)C)C(C)(C)C.C(C)(C)(C)P(C(C)(C)C)C(C)(C)C